Benzyl (S)-3-(1-ethyl-4-methyl-1H-benzo[d][1,2,3]triazol-5-yl)-3-(4-(hydroxymethyl)-5-methylthiazol-2-yl)-2,2-dimethylpropanoate C(C)N1N=NC2=C1C=CC(=C2C)[C@@H](C(C(=O)OCC2=CC=CC=C2)(C)C)C=2SC(=C(N2)CO)C